4-(1-((4-Bromophenyl)sulfonyl)cyclopropyl)pyridine BrC1=CC=C(C=C1)S(=O)(=O)C1(CC1)C1=CC=NC=C1